O1C(OCCC1)C1=CC=C(O1)C(=O)O 5-(1,3-dioxane-2-yl)furan-2-carboxylic acid